3-(2-chloro-4-(methylsulfonyl)phenyl)-1,4-oxazepan ClC1=C(C=CC(=C1)S(=O)(=O)C)C1COCCCN1